methyl 2-((1-(benzo[d]thiazol-5-yl)ethyl)((tetrahydro-2H-pyran-4-yl)methyl)amino)-2-oxoacetate S1C=NC2=C1C=CC(=C2)C(C)N(C(C(=O)OC)=O)CC2CCOCC2